C(C)C(CCCCCC=C)=CC 8-ethyl-1,8-decadiene